C(C)(C)(C)OP(=O)(OC(C)(C)C)OC(C(CNC(=O)C=1C(=C(C=CC1C)C1=CC=2N(C=C1)N=C(N2)NP(OC(C)(C)C)(OC(C)(C)C)=O)F)(F)F)C2=CC=C(C=C2)F di-tert-butyl (7-(3-((3-((di-tert-butoxyphosphoryl)oxy)-2,2-difluoro-3-(4-fluorophenyl)propyl)carbamoyl)-2-fluoro-4-methylphenyl)-[1,2,4]triazolo[1,5-a]pyridin-2-yl)phosphoramidate